FC(C1=CC=C(C=C1)C=1N=C(SCC1)N)(F)F (4-trifluoromethylphenyl)-6H-1,3-thiazin-2-amine